C1(CCCC1)[C@@H]1C[C@H]2C([C@](N1CC2)(COC)CO)=O (1R,2R,4S,6S)-6-cyclopentyl-2-(hydroxymethyl)-2-(methoxymethyl)quinuclidin-3-one